2-(4-chloro-3-fluorophenoxy)-N-{3-[([1,2,4]triazolo[4,3-a]pyrazin-8-yl)amino]bicyclo[1.1.1]pentan-1-yl}acetamide ClC1=C(C=C(OCC(=O)NC23CC(C2)(C3)NC=3C=2N(C=CN3)C=NN2)C=C1)F